1-((S)-1-(2-((S)-Amino(4,4-difluorocyclohexyl)methyl)imidazo[1,2-b]pyridazin-7-yl)-2,2-difluoroethyl)-5,5-difluorotetrahydropyrimidin-2(1H)-one N[C@H](C=1N=C2N(N=CC(=C2)[C@@H](C(F)F)N2C(NCC(C2)(F)F)=O)C1)C1CCC(CC1)(F)F